2-(3-(cyclopentyloxy)-4-((7-(4-(2-(2,6-dioxopiperidin-3-yl)-6-fluoro-1-oxoisoindolin-4-yl)piperidin-1-yl)heptyl)oxy)phenyl)isoindoline-1,3-dione C1(CCCC1)OC=1C=C(C=CC1OCCCCCCCN1CCC(CC1)C1=C2CN(C(C2=CC(=C1)F)=O)C1C(NC(CC1)=O)=O)N1C(C2=CC=CC=C2C1=O)=O